(S)-quinuclidin-3-yl ((R)-6-fluoro-5-(4-isopropoxy-3,5-dimethylphenyl)-2,2-dimethyl-2,3-dihydro-1H-inden-1-yl)carbamate FC1=C(C=C2CC([C@H](C2=C1)NC(O[C@@H]1CN2CCC1CC2)=O)(C)C)C2=CC(=C(C(=C2)C)OC(C)C)C